N-(1-(2-(cyclopropanesulfonylamino)thiazol-4-yl)propyl)-4-(5-methylpyridin-3-yl)benzamide C1(CC1)S(=O)(=O)NC=1SC=C(N1)C(CC)NC(C1=CC=C(C=C1)C=1C=NC=C(C1)C)=O